2-Ethylsulfanyl-4-methyl-6-morpholin-4-yl-N-(3-pyridin-4-yl-propyl)-pyridine-3-carboxylic acid amide C(C)SC1=NC(=CC(=C1C(=O)NCCCC1=CC=NC=C1)C)N1CCOCC1